(S)-2,2-difluoro-1-phenylethyl (1-methyl-4-(6-methyl-5-(methylsulfonamido) pyridin-2-yl)-1H-1,2,3-triazol-5-yl)carbamate CN1N=NC(=C1NC(O[C@H](C(F)F)C1=CC=CC=C1)=O)C1=NC(=C(C=C1)NS(=O)(=O)C)C